1-(2-(dimethylamino)-1-(4-fluoro-3-iodophenyl)ethyl)-4-iodopyridin-2(1H)-one CN(CC(C1=CC(=C(C=C1)F)I)N1C(C=C(C=C1)I)=O)C